N=1C=NN2C1C=CC(=C2)C2=CC(=NN2C2=NC(=CC=C2)C)CC(=O)NC2=CC=C(C=C2)NC2CS(CC2)(=O)=O 5-([1,2,4]triazolo[1,5-a]pyridin-6-yl)-N-(4-((1,1-dioxidotetrahydro-thiophen-3-yl)amino)phenyl)-1-(6-methylpyridin-2-yl)-1H-pyrazole-3-carboxyamide